CC1=CC(NC2=CC=NC=C12)=O 4-methyl-1,6-naphthyridin-2(1H)-one